11-(morpholinomethyl)-1,12-dihydro-14H-pyrano[3',4':6,7]indolizino[1,2-b]quinoline-3,14(4H)-dione O1CCN(CC1)CC1=C2C(=NC=3C=CC=CC13)C1=CC3=C(C(N1C2)=O)COC(C3)=O